Cl.ClC1=C(C=C(C(=C1)S(N[C@@H](C)C1CCNCC1)(=O)=O)Cl)NC(C1=C(C=CC=C1)C)=O (S)-N-(2,5-dichloro-4-(N-(1-(piperidine-4-yl)ethyl)sulfamoyl)phenyl)-2-methylbenzamide hydrochloride